COC1=CC=C(C=C1)N1/C(/SC=C1)=N/C(OCC)=O (Z)-ethyl (3-(4-methoxyphenyl)thiazol-2(3H)-ylidene)carbamate